C(C)(C)[Si](OC1=C2CC3N(C2=CC=C1)CC1=C(N(C3)C(=O)[O-])C=CC=C1)(C(C)C)C(C)C ((triisopropyl-silyl)oxy)-12a,13-dihydro-6H-benzo[5,6][1,4]diazepino[1,2-a]indole-11(12H)-carboxylate